1-(6,7-dimethoxyquinazolin-4-yl)-N3-(4-morpholinylphenyl)-1H-1,2,4-triazole-3,5-diamine COC=1C=C2C(=NC=NC2=CC1OC)N1N=C(N=C1N)NC1=CC=C(C=C1)N1CCOCC1